2-(aminomethyl)phenol NCC1=C(C=CC=C1)O